N1(C=CC2=CC=CC=C12)C1=NC(=NC=C1C(F)(F)F)NC1=C(C=C(C(=C1)[N+](=O)[O-])N(C)CCN(C)C)OC N1-(4-(1H-indol-1-yl)-5-(trifluoromethyl)pyrimidin-2-yl)-N4-(2-(dimethylamino)ethyl)-2-methoxy-N4-methyl-5-nitrobenzene-1,4-diamine